ClC1=C(C=CC=C1I)SC(C)(C)C t-butyl (2-chloro-3-iodophenyl) sulfide